Cl.C(=C)C1=C(N)C=CC=C1 2-vinyl-aniline hydrochloride